BrC=1C=CC=C2NC=3C=C(C=CC3C(C12)(C)C)O 8-bromo-9,9-dimethyl-9,10-dihydroacridin-3-ol